N1C=C(C2=CC=CC=C12)CC(CCCC)NC(=O)C1=CC=2C=NC(=CC2S1)N1CCN(CC1)C N-(1-(1H-indol-3-yl)hexane-2-yl)-6-(4-methylpiperazin-1-yl)thieno[3,2-c]pyridine-2-carboxamide